tert-butyl (E)-2-(4-methoxy-4-carbonylbut-2-en-1-yl)-2,8-diazaspiro[4.5]decane-8-carboxylate COC(/C=C/CN1CC2(CC1)CCN(CC2)C(=O)OC(C)(C)C)=C=O